1-{6-[2-(methoxymethoxy)phenyl]pyridazin-4-yl}-4-phenoxypiperidine-4-carboxylic acid COCOC1=C(C=CC=C1)C1=CC(=CN=N1)N1CCC(CC1)(C(=O)O)OC1=CC=CC=C1